1-(6Z,9Z,12Z,15Z-octadecatetraenoyl)-2-dodecanoyl-glycero-3-phospho-(1'-sn-glycerol) CCCCCCCCCCCC(=O)O[C@H](COC(=O)CCCC/C=C\C/C=C\C/C=C\C/C=C\CC)COP(=O)(O)OC[C@H](CO)O